CCN(CCCC1=CC=CC=C1)CCCC2=CC=CC=C2 N-ethyl-3,3'-diphenyldipropylamine